FC1=C(C(=C(C(=C1[B-](C1=C(C(=C(C(=C1F)F)F)F)F)(C1=C(C(=C(C(=C1F)F)F)F)F)C1=C(C(=C(C(=C1F)F)F)F)F)F)F)F)F.CN(CCCCCCCCCCCCCCCCCC)CCCCCCCCCCCCCCCCCC n-methyl-dioctadecyl-amine tetrakis(pentafluorophenyl)borate